C(C)/C(=C(/C(=O)O)\C(=O)C1=C(C(=C(C(=C1)F)F)F)F)/NC(CO)CC.CC1=C(N=C(S1)NC=1C=C(C(=O)N[C@@H](CC2=CC=CC=C2)C(=O)O)C=CC1)C1=CC=C(C=C1)C (3-((5-methyl-4-(p-tolyl)thiazol-2-yl)amino)benzoyl)phenylalanine ethyl-(2Z)-3-[(1-hydroxybut-2-yl)amino]-2-[(2,3,4,5-tetrafluorophenyl)carbonyl]prop-2-enoate